CN(C1=C(C=CC=C1)C1=CNC(=C1)CC1=CC=C(C=C1)N1N=CC(=C1C)C(F)(F)F)C 3-(2-(dimethylamino)phenyl)-5-(4-(5-methyl-4-(trifluoromethyl)-1H-pyrazol-1-yl)benzyl)pyrrole